CN1N=C(C=C1C(=O)[O-])COCC(F)(F)F.[Li+] lithium 1-methyl-3-((2,2,2-trifluoroethoxy)methyl)-1H-pyrazole-5-carboxylate